Cl.NC1(C(C(CCC1)(C)O)=O)C1=CC(=C(C=C1)Cl)OC(F)(F)F 2-amino-2-(4-chloro-3-(trifluoromethoxy)phenyl)-6-hydroxy-6-methylcyclohexane-1-one hydrochloride